ethyl (S)-3-(benzyl((R)-1-phenylethyl)amino)-3-(5-bromo-2-fluorophenyl)propanoate C(C1=CC=CC=C1)N([C@@H](CC(=O)OCC)C1=C(C=CC(=C1)Br)F)[C@H](C)C1=CC=CC=C1